(R)-6-chloro-3-((1-(2-cyano-3-(5,7-dihydro-6H-pyrrolo[3,4-b]pyrazin-6-yl)-7-methylquinoxalin-5-yl)ethyl)amino)picolinic acid ClC1=CC=C(C(=N1)C(=O)O)N[C@H](C)C1=C2N=C(C(=NC2=CC(=C1)C)C#N)N1CC2=NC=CN=C2C1